bis-t-butylcumene C(C)(C)(C)C=1C(=C(C=CC1)C(C)C)C(C)(C)C